CN1CCN(CC1)CCOC1=CC=C2CCC3(C2=C1)CCC(CC3)C(=O)O 6'-[2-(4-methylpiperazin-1-yl)ethoxy]-2',3'-dihydrospiro[cyclohexane-1,1'-indene]-4-carboxylic acid